CC(CCC1C(N(CC1)C1=CC=C2C(NS(C=3C=CC=C(NCCC[C@H]4CC(N(C2=N1)C4)(C)C)N3)(=O)=O)=O)=O)(C)C (14S)-8-[3-(3,3-Dimethylbutyl)-2-oxopyrrolidin-1-yl]-12,12-dimethyl-2λ6-thia-3,9,11,18,23-pentaazatetracyclo[17.3.1.111,14.05,10]tetracosa-1(23),5,7,9,19,21-hexaene-2,2,4-trione